FC(C=1N=CC2=C(C(C=3C=NC4=CC=C(C=C4C32)NC3=C(C=CC=C3)C(F)(F)F)=O)N1)(F)F 9-(trifluoromethyl)-2-((2-(trifluoromethyl)phenyl)amino)-7H-pyrimido[5',4':3,4]cyclopenta[1,2-c]quinolin-7-one